C(C)(C)OC=1C=2N(C=NC1C=1C=NNC1)N=C(N2)N[C@H](C)CC(F)(F)F (R)-8-isopropoxy-7-(1H-pyrazol-4-yl)-N-(4,4,4-trifluorobutan-2-yl)-[1,2,4]triazolo[1,5-c]pyrimidin-2-amine